3-chloro-5-(3-(2-oxo-3-(tetrahydro-2H-pyran-4-yl)imidazolin-1-yl)piperidin-1-yl)pyrazine-2-carbonitrile ClC=1C(=NC=C(N1)N1CC(CCC1)N1C(N(CC1)C1CCOCC1)=O)C#N